C(C1=CC=CC=C1)N1CC=2C(=C(N=C(C2CC1)N1[C@H]2CN(C[C@@H]1CC2)C(=O)OC(C)(C)C)OCC2(CC2)COS(=O)(=O)C)C#N tert-butyl (1R,5S)-8-(6-benzyl-4-cyano-3-((1-(((methylsulfonyl)oxy)methyl)cyclopropyl)methoxy)-5,6,7,8-tetrahydro-2,6-naphthyridin-1-yl)-3,8-diazabicyclo[3.2.1]octane-3-carboxylate